[1-(fluoromethyl)cyclopropyl]methylamine FCC1(CC1)CN